CC(C(C)C)BC(C(C)C)C bis(1,2-dimethylpropyl)borane